NC(CO)C1=C(C=CC(=C1)Br)F 2-amino-2-(5-bromo-2-fluorophenyl)ethanol